6'-Bromo-1-methyl-3'H-spiro[azetidine-3,1'-isobenzofuran] BrC1=CC=C2COC3(C2=C1)CN(C3)C